CC=1N=CSC1[C@](C)(C#C)O (S)-2-(4-methylthiazol-5-yl)but-3-yn-2-ol